N-(4,6-dimethylpyrimidin-2-yl)azetidine-3-carboxamide trifluoroacetate FC(C(=O)O)(F)F.CC1=NC(=NC(=C1)C)NC(=O)C1CNC1